N1N=NC2=CC=CC=C12 Azaindazol